BrC1=CC=C(C=C1)C=1N=NC(=CC1)CCl 3-(4-bromophenyl)-6-(chloromethyl)pyridazine